N-cyclopropyl-2-(difluoromethoxy)-6-methoxy-4-[7-[(3-methylimidazol-4-yl)methoxy]imidazo[1,2-a]pyridin-3-yl]benzamide C1(CC1)NC(C1=C(C=C(C=C1OC)C1=CN=C2N1C=CC(=C2)OCC=2N(C=NC2)C)OC(F)F)=O